diphenyl-(p-cyclohexylphenyl)sulfoxonium C1(=CC=CC=C1)[S+](=O)(C1=CC=C(C=C1)C1CCCCC1)C1=CC=CC=C1